7-[4-(4-Benzo[b]thiophen-4-ylpiperazin-1-yl)butoxy]-2-methoxymethoxyquinoline S1C2=C(C=C1)C(=CC=C2)N2CCN(CC2)CCCCOC2=CC=C1C=CC(=NC1=C2)OCOC